(2E)-3-(1,3-thiazol-5-yl)prop-2-enoic acid S1C=NC=C1/C=C/C(=O)O